C1(CC1)C=1N=CC2=CC3=C(C(=C2C1)S(NCC(C)(C)F)(=O)=O)C[C@@H](C3)NC3=CC=C(N=N3)C(=O)N 6-[[(7R)-3-cyclopropyl-5-[(2-fluoro-2-methylpropyl)sulfamoyl]-7,8-dihydro-6H-cyclopenta[g]isoquinolin-7-yl]amino]pyridazine-3-carboxamide